tert-Butyl 2-(2-(2,6-bis(benzyloxy)pyridin-3-yl)-1-oxoisoindolin-5-yl)tetrahydropyridazine-1(2H)-carboxylate C(C1=CC=CC=C1)OC1=NC(=CC=C1N1C(C2=CC=C(C=C2C1)N1N(CCCC1)C(=O)OC(C)(C)C)=O)OCC1=CC=CC=C1